4-nitrophenol sodium salt [Na].[N+](=O)([O-])C1=CC=C(C=C1)O